1H-spiro[indole-3,3'-pyrrolidine] N1CC2(CC1)CNC1=CC=CC=C12